3-Acetoxypropanal C(C)(=O)OCCC=O